C(C1=CC=CC=C1)OC=1N=CC(=NC1)N1C=C(C(C2=CC(=C(C=C12)N1[C@H](CCC1)COC1=NC=CC=C1Cl)Cl)=O)C(=O)O |r| rac-(R)-1-(5-(benzyloxy)pyrazin-2-yl)-6-chloro-7-(2-(((3-chloropyridin-2-yl)oxy)methyl)pyrrolidin-1-yl)-4-oxo-1,4-dihydro-quinoline-3-carboxylic acid